2-bromo-N-(5-(cyclohexyloxy)pyridin-2-yl)propanamide BrC(C(=O)NC1=NC=C(C=C1)OC1CCCCC1)C